C(#N)C1=CC=C(OC2=CC=C(C=N2)C2=CC=NN2C(=O)OCC2=CC=CC=C2)C=C1 benzyl 5-(6-(4-cyanophenoxy)-pyridin-3-yl)-1H-pyrazole-1-carboxylate